(2,3,4,5-tetrafluorophenyl)ethan-1-d-1-ol FC1=C(C=C(C(=C1F)F)F)C(C)(O)[2H]